FC1=C(C(=CC(=C1)C1=CC=C(C=C1)C1=CC=C(C=C1)OC(F)(F)F)F)C#CN {2,6-Difluoro-4-[4'-(trifluoromethoxy)-[1,1'-biphenyl]-4-yl]phenyl}ethynamine